aluminum tris(O-ethyl phosphonate) CCOP(=O)=O.CCOP(=O)=O.CCOP(=O)=O.[Al+3]